ClC=1C=C(C=C(C1)S(=O)(=O)C)NC(=O)C=1SC(=C(C1)C1=NC=C(C=N1)OC(C)C)C N-(3-chloro-5-(methylsulfonyl)phenyl)-4-(5-isopropoxypyrimidin-2-yl)-5-methylthiophene-2-carboxamide